ethyl 10-(benzyloxy)-6-isopropyl-9-(3-methoxypropoxy)-2-oxo-2,6,7,11b-tetrahydro-1H-pyrido[2,1-a]isoquinoline-3-carboxylate C(C1=CC=CC=C1)OC1=C(C=C2CC(N3C(C2=C1)CC(C(=C3)C(=O)OCC)=O)C(C)C)OCCCOC